Ethyl 2-chloro-4-methylimidazo[1,5-a]pyrimidine-8-carboxylate ClC1=NC=2N(C(=C1)C)C=NC2C(=O)OCC